2-(2,3-dihydro-4H-benzo[b][1,4]thiazin-4-yl)acetic acid S1C2=C(N(CC1)CC(=O)O)C=CC=C2